4-phenyl-2-(((E)-(1,9-dimethyl-beta-carbolin-3-yl)methylene)hydrazino)-2,3-dihydrothiazole C1(=CC=CC=C1)C=1NC(SC1)N/N=C/C=1N=C(C=2N(C3=CC=CC=C3C2C1)C)C